7H-pyrrolo[2,3-d]pyrimidinemethanesulfonate N1=C(N=CC2=C1NC=C2)CS(=O)(=O)[O-]